6-(t-Butoxycarbonyl)-L-lysine C(C)(C)(C)OC(=O)C(CCC[C@H](N)C(=O)O)N